NC1=C(C=C(C#N)C=C1)Cl 4-amino-3-chlorobenzonitrile